C1(CC1)C=1C=NC=2CCN(CC2C1)C1=NC=C(C#N)C=C1C 6-(3-cyclopropyl-7,8-dihydro-1,6-naphthyridin-6(5H)-yl)-5-methylnicotinonitrile